N-((R)-1,1-dioxido-2,3-dihydrothiophen-3-yl)-2-methoxy-6-(4-methylcyclohex-1-en-1-yl)nicotinamide O=S1(C[C@@H](C=C1)NC(C1=C(N=C(C=C1)C1=CCC(CC1)C)OC)=O)=O